ethyl 1-[[3-fluoro-4-[5-(trifluoromethyl)-1,2,4-oxadiazol-3-yl]phenyl]methyl]pyrazole-4-carboxylate FC=1C=C(C=CC1C1=NOC(=N1)C(F)(F)F)CN1N=CC(=C1)C(=O)OCC